C1(=CC=CC=C1)C(C(C)=O)=O 1-phenyl-1,2-propanedion